Cl.N[C@@H]1C[C@@H](CCC1)NC(C1=CC=C(C=C1)OC)=O N-((1R,3S)-3-aminocyclohexyl)-4-methoxybenzamide hydrochloride